methyl-1,5-pentylene glycol CC(CCCCO)O